COC1=CC(=C2C=CC=NC2=C1)C1(CC1)NC(=O)C=1C(=CC(=C(OC[C@H]2N(CC2)C(=O)OC(C)(C)C)C1)[N+](=O)[O-])C (S)-tert-Butyl 2-((5-((1-(7-methoxyquinolin-5-yl)cyclopropyl)carbamoyl)-4-methyl-2-nitrophenoxy)methyl)azetidine-1-carboxylate